BrC=1C=CC(=NC1)N=CN(C)C N'-(5-bromopyridin-2-yl)-N,N-dimethylformamidine